chloro(phenyl)methyl 2-phenylacetate C1(=CC=CC=C1)CC(=O)OC(C1=CC=CC=C1)Cl